OCC(=O)N1CC=2C=CC(=NC2CC1)NC=1N=CC2=C(N1)N(C1=C2C=CN=C1)[C@@H]1CC[C@H](CC1)C 2-hydroxy-1-[2-[[9-(trans-4-methylcyclohexyl)-9H-pyrido[4',3':4,5]pyrrolo[2,3-d]pyrimidin-2-yl]amino]-7,8-dihydro-1,6-naphthyridin-6(5H)-yl]ethanone